COC1=NC(=NN2C1=C(C=C2)C2=CC=1N(C=C2)N=CC1)NC1CC2(CN(C2)C(C)=O)C1 1-(6-((4-Methoxy-5-(pyrazolo[1,5-a]pyridin-5-yl)pyrrolo[2,1-f][1,2,4]triazin-2-yl)amino)-2-azaspiro[3.3]heptan-2-yl)ethan-1-one